3-(4-amino-6-(prop-1-en-2-yl)pyrido[3,4-d]pyrimidin-8-yl)-2,4-dimethylphenol NC=1C2=C(N=CN1)C(=NC(=C2)C(=C)C)C=2C(=C(C=CC2C)O)C